N1CC2(CCC1)C1=C(NC(O2)=O)C=CC=C1 spiro[benzo[d][1,3]oxazin-4,3'-piperidin]-2(1H)-one